6-(2-(((1r,4r)-4-hydroxy-4-methylcyclohexyl)amino)-4-methoxypyrrolo[2,1-f][1,2,4]triazin-5-yl)imidazo[1,2-a]pyridine-3-carbonitrile OC1(CCC(CC1)NC1=NN2C(C(=N1)OC)=C(C=C2)C=2C=CC=1N(C2)C(=CN1)C#N)C